adipic acid di(cyclopentyl methyl) ester C1(CCCC1)COC(CCCCC(=O)OCC1CCCC1)=O